NC1=NC2=CC=CC=C2C(=C1)N 2,4-diaminoquinoline